OC(CC(CCCC(C)(C)O)C)C=1C(NC2=CC=CC=C2N1)=O 3-(1,7-dihydroxy-3,7-dimethyloctyl)quinoxalin-2(1H)-one